(E)-3-(2-fluorophenyl)-1-(4-methoxy-2-(3,4,5-trimethoxyphenoxy)phenyl)prop-2-en-1-one FC1=C(C=CC=C1)/C=C/C(=O)C1=C(C=C(C=C1)OC)OC1=CC(=C(C(=C1)OC)OC)OC